6-((4-(5-methyl-1,2,4-oxadiazol-3-yl)benzyl)amino)nicotinonitrile CC1=NC(=NO1)C1=CC=C(CNC2=NC=C(C#N)C=C2)C=C1